5-(trifluoromethyl)nicotinonitrile FC(C=1C=NC=C(C#N)C1)(F)F